CC1(NCCC1)CNC(=O)C1=NC=C(N=C1)C=1OC=CN1 N-[(2-methylpyrrolidin-2-yl)methyl]-5-(1,3-Oxazol-2-yl)pyrazine-2-carboxamide